C(C)(C)(C)OC(=O)N1C2(CC2)CN(CC1)C1=NC=C(C(=N1)OCC)C(NC1=CC2=CN(N=C2C(=C1)F)C)=O 7-(4-ethoxy-5-((7-fluoro-2-methyl-2H-indazol-5-yl)carbamoyl)pyrimidin-2-yl)-4,7-diazaspiro[2.5]octane-4-carboxylic acid tert-butyl ester